(S)-6-(8-(Cyclopropylethynyl)dibenzo[b,d]thiophen-2-yl)-2-imino-3,6-dimethyltetrahydropyrimidin-4(1H)-one C1(CC1)C#CC=1C=CC2=C(C3=C(S2)C=CC(=C3)[C@@]3(CC(N(C(N3)=N)C)=O)C)C1